(9,10-epoxydecyl)trimethoxysilane C(CCCCCCCC1CO1)[Si](OC)(OC)OC